C(C=C)(=O)OCCCCO δ-hydroxybutyl acrylate